CC1=CC(CCC1)C1=CC=C(C=C1)CCCCC 2-(3-Methylcyclohex-2-en-1-yl)-5-pentylbenzene